COC=1N=C2C(=CC=NC2=CC1OC)OC1=C(C=C(C=C1)NC(=O)C=1C(C(=NNC1C)C1=C(C=C(C=C1)F)C)=O)F N-[4-[(6,7-dimethoxy-1,5-naphthyridin-4-yl)oxy]-3-fluorophenyl]-3-(4-fluoro-2-methylphenyl)-6-methyl-4-oxo-1H-pyridazine-5-carboxamide